2'-chloro-5'-methoxy-6-methyl-N-(5-((1S,2S)-2-methylcyclopropyl)-1,3,4-thiadiazol-2-yl)-4,4'-bipyridine-3-carboxamide ClC1=NC=C(C(=C1)C1=C(C=NC(=C1)C)C(=O)NC=1SC(=NN1)[C@@H]1[C@H](C1)C)OC